1-[4-[(E)-2-ethoxycarbonyl-vinyl]-phenoxycarbonyl]-1-methyl-ethylene C(C)OC(=O)/C=C/C1=CC=C(OC(=O)C(=C)C)C=C1